1-[({1-[5-(difluoromethyl)(1,3,4-thiadiazol-2-yl)]-4-(4-(3-pyridyl)piperazinyl)-1H-indazol-6-yl}sulfonyl)amino]cyclopropanecarbonitrile FC(C1=NN=C(S1)N1N=CC2=C(C=C(C=C12)S(=O)(=O)NC1(CC1)C#N)N1CCN(CC1)C=1C=NC=CC1)F